BrC=1C=C2CCC(N(C2=C(C1)Cl)C)=O 6-Bromo-8-chloro-1-methyl-3,4-dihydro-1H-quinolin-2-one